4-(6-bromopyrazin-2-yl)morpholine BrC1=CN=CC(=N1)N1CCOCC1